FC=1C=C(C=CC1)NS(=O)(=O)C1CCNCC1 N-(3-fluorophenyl)piperidine-4-sulfonamide